F[C@H]1[C@H](CN(CC1)C(C=C)=O)OC=1C2=C(N=C(N1)NC=1C=NN(C1)CCO)NC=C2 1-((3S,4R)-4-Fluoro-3-((2-((1-(2-hydroxyethyl)-1H-pyrazol-4-yl)amino)-7H-pyrrolo[2,3-d]pyrimidin-4-yl)oxy)piperidin-1-yl)prop-2-en-1-on